C(C1=CC=CC=C1)N(CC(=O)C=1SC=CC1)CCO 2-(benzyl-(2-hydroxyethyl)amino)-1-(thiophen-2-yl)ethan-1-one